O1CCN(CC1)CCC=O 3-morpholino-propan-1-one